COC1CCNCC1 4-methoxypiperidin